ClC1=C(C=C2C(=NC=NC2=C1SCC(CN1CCC2(COC2)CC1)O)O)C(F)(F)F 7-chloro-4-hydroxy-8-((2-hydroxy-3-(2-oxa-7-azaspiro[3.5]nonan-7-yl)propyl)thio)-6-(trifluoromethyl)quinazolin